(R)-hex-5-en-1-yl ((3-(1-((3-(7-methyl-1H-indazol-5-yl)-1-(4-(1-methylpiperidin-4-yl)piperazin-1-yl)-1-oxopropan-2-yl)carbamoyl)piperidin-4-yl)-2-oxoquinolin-1(2H)-yl)methyl) carbonate C(OCCCCC=C)(OCN1C(C(=CC2=CC=CC=C12)C1CCN(CC1)C(N[C@@H](C(=O)N1CCN(CC1)C1CCN(CC1)C)CC=1C=C2C=NNC2=C(C1)C)=O)=O)=O